CN1N=CC(=C1)C1=CN2C(S1)=C(C=N2)C(=O)NC=2C(=NC=C(C2)NC(=O)NCC2CCN(CC2)C)C 2-(1-methyl-1H-pyrazol-4-yl)-N-(2-methyl-5-(3-((1-methylpiperidin-4-yl)methyl)ureido)pyridin-3-yl)pyrazolo[5,1-b]thiazole-7-carboxamide